(E)-N-(4-(1-(4-ethynylbenzoyl)piperidin-4-yl)butyl)-3-(pyridin-3-yl)acrylamide C(#C)C1=CC=C(C(=O)N2CCC(CC2)CCCCNC(\C=C\C=2C=NC=CC2)=O)C=C1